O=C1OC(=NN1)C=1C=C(C=CC1)C=1C=C2C(=C(C=NC2=CC1)C#N)NC(C)C1=CC=CC=C1 6-[3-(2-oxo-3H-1,3,4-oxadiazol-5-yl)phenyl]-4-(1-phenyl-ethylamino)quinoline-3-carbonitrile